(S)-N-((R and S)-(4-chlorophenyl)(6-(difluoromethyl)-5-fluoropyridin-2-yl)methyl)-2-oxooxazolidine-5-carboxamide ClC1=CC=C(C=C1)[C@@H](NC(=O)[C@@H]1CNC(O1)=O)C1=NC(=C(C=C1)F)C(F)F |&1:7|